N1=C(C=CC=C1)C1(CC1)NC(=O)[C@H]1CN(CC[C@@H]1NC(=O)C1=NOC(=C1)C1=C(C=C(C=C1F)F)F)[C@@H]1[C@@H](CCC1)C (3S,4S)-1-((1S,2R)-2-Methyl-cyclopentyl)-4-{[5-(2,4,6-trifluoro-phenyl)-isoxazole-3-carbonyl]-amino}-piperidine-3-carboxylic acid (1-pyridin-2-yl-cyclopropyl)-amide